CNC1CCCOO1 2-(methylamino)-3,4-dioxan